tert-Butyl 2-phenyl-3,4-dihydro-2H-pyridine-1-carboxylate C1(=CC=CC=C1)C1N(C=CCC1)C(=O)OC(C)(C)C